C1(CCCC1)SC=1SC(=C(N1)C)C1=NC(=NC=C1)N 4-(2-cyclopentylsulfanyl-4-methyl-thiazol-5-yl)pyrimidin-2-amine